C(C)(=O)ONC(C(=C)C)=O N-acetoxy-methacrylamide